C(C)N1C2=CCCCC2C2CCCCC12 N-ethyl-octahydrocarbazole